Tert-butyl (S)-5-(2-(2-((5-chloro-2-(1H-tetrazol-1-yl) phenyl) amino)-2-oxoacetylamino)-3-(4-((phenoxycarbonyl) amino) phenyl) propionamido)-1H-indole-2-carboxylate ClC=1C=CC(=C(C1)NC(C(=O)N[C@H](C(=O)NC=1C=C2C=C(NC2=CC1)C(=O)OC(C)(C)C)CC1=CC=C(C=C1)NC(=O)OC1=CC=CC=C1)=O)N1N=NN=C1